OC1(CC(C1)C(=O)N1CC2(C1)C[C@@H](CC2)C2=CC1=C(N(C=N1)C)C=C2)C |r| (rac)-((1s,3s)-3-Hydroxy-3-methylcyclobutyl)(6-(1-methyl-1H-benzo[d]imidazol-5-yl)-2-azaspiro[3.4]octan-2-yl)methanon